1-methylquinolin-1-ium iodonium salt [IH2+].C[N+]1=CC=CC2=CC=CC=C12